(S,E)-N-[2-(benzo[d]isoxazol-3-yl)-4-bromobenzylidene]-2-methylpropane-2-sulfinamide O1N=C(C2=C1C=CC=C2)C2=C(\C=N\[S@@](=O)C(C)(C)C)C=CC(=C2)Br